ClC1=NC(=CC(=N1)C)N1CCN(CC1)C1=CC=CC=C1 2-chloro-4-methyl-6-(4-phenylpiperazin-1-yl)pyrimidine